4-(5-chloro-2-methoxyphenyl)-N-(6-cyclopropylthiazolo[4,5-b]pyrazin-2-yl)-6-(4-methyl-2-oxopiperidin-1-yl)nicotinamide ClC=1C=CC(=C(C1)C1=CC(=NC=C1C(=O)NC=1SC=2C(=NC=C(N2)C2CC2)N1)N1C(CC(CC1)C)=O)OC